(9S)-9-[4-(4-ethylphenoxy)phenyl]-3,4,6,7,8,9-hexahydropyrido[2,1-c][1,2,4]thiadiazine 2,2-dioxide C(C)C1=CC=C(OC2=CC=C(C=C2)[C@@H]2CCCN3C2=NS(CC3)(=O)=O)C=C1